2-(4-(((5-fluoro-6-(2-(2-hydroxy-4-(trifluoromethyl)phenyl)pyrrolidin-1-yl)pyrimidin-4-yl)amino)methyl)piperidin-1-yl)acetamide FC=1C(=NC=NC1N1C(CCC1)C1=C(C=C(C=C1)C(F)(F)F)O)NCC1CCN(CC1)CC(=O)N